(1aS,5aS)-2-(2,4-Difluorophenyl)-1a,2,5,5a-tetrahydro-1H-2,3-diaza-cyclopropa[a]pentalene-4-carboxylic acid [(S)-1-(4-fluoro-phenyl)-3-hydroxy-propyl]-amide FC1=CC=C(C=C1)[C@H](CCO)NC(=O)C=1C=2C[C@H]3[C@@H](C2N(N1)C1=C(C=C(C=C1)F)F)C3